The molecule is an organic chloride salt composed of 3,3'-dimethoxy[1,1'-biphenyl]-4,4'-bis(diazonium), zinc and chloride ions in a ratio of 1:1:4. Used for detection of marijuana metabolites in urine. It has a role as a histological dye. It is an organic chloride salt and a zinc molecular entity. It contains a zinc dichloride and a fast blue B. COC1=C(C=CC(=C1)C2=CC(=C(C=C2)[N+]#N)OC)[N+]#N.[Cl-].[Cl-].[Cl-].[Cl-].[Zn+2]